C(C)(C)(C)N=[W+2]=NC(C)(C)C bis(t-butylimino)tungsten (VI)